C(C)(C)(C)OC(=O)N[C@H](C(=O)OC(C)(C)C)CC1=COC(=C1)C#N tert-butyl (S)-2-((tert-butoxycarbonyl)amino)-3-(5-cyanofuran-3-yl)propanoate